tert-Butyl (1R,6R)-5-((S)-2-(5-chloropyridin-2-yl)-2-methylbenzo[d][1,3]dioxol-4-yl)-2,5-diazabicyclo[4.2.0]octane-2-carboxylate ClC=1C=CC(=NC1)[C@@]1(OC2=C(O1)C=CC=C2N2CCN([C@@H]1CC[C@@H]21)C(=O)OC(C)(C)C)C